C(C1=CC=CC=C1)OC=1C=C(C=CC1)C(C)C (R)-2-(3-(benzyloxy)phenyl)propan